4-methoxy-6-(3-methyl-1-(piperidin-4-yl)-1H-pyrazol-4-yl)pyrazolo[1,5-a]pyridine-3-carbonitrile COC=1C=2N(C=C(C1)C=1C(=NN(C1)C1CCNCC1)C)N=CC2C#N